p-trifluoromethyl-phenyl-oxazoline FC(C1=CC=C(C=C1)C=1OCCN1)(F)F